C(C)OC([C@@H](O)C)=O L-lactic acid ethyl ester